3-((2-(dinonylamino)ethyl)(nonyl)amino)-1-(4-(3-(dinonylamino)propyl)piperidin-1-yl)propan-1-one C(CCCCCCCC)N(CCN(CCC(=O)N1CCC(CC1)CCCN(CCCCCCCCC)CCCCCCCCC)CCCCCCCCC)CCCCCCCCC